(1R,3S,5R)-3-Benzyl 2-tert-Butyl 5-((3-(2-((Methylsulfonyl)oxy)ethyl)-1,2,4-oxadiazol-5-yl)methyl)-2-azabicyclo[3.1.0]hexane-2,3-dicarboxylate CS(=O)(=O)OCCC1=NOC(=N1)C[C@]12C[C@H](N([C@@H]2C1)C(=O)OC(C)(C)C)C(=O)OCC1=CC=CC=C1